(2S,3R,E)-N-benzyl-5-(3-fluorophenyl)-3-methyl-2-(p-tolyl)pent-4-enamide C(C1=CC=CC=C1)NC([C@@H]([C@@H](\C=C\C1=CC(=CC=C1)F)C)C1=CC=C(C=C1)C)=O